C1(CC1)CN(C(C(CC)(C)C)=O)CC1=CC(=CC=C1)F N-(cyclopropylmethyl)-N-(3-fluorobenzyl)-2,2-dimethylbutyramide